ClC=1C=C(C=NC1N1N=CC=N1)NC(=O)C1=C(C(=NS1)C1=C2C=CNC(C2=CC=C1)=O)C(F)(F)F N-(5-CHLORO-6-(2H-1,2,3-TRIAZOL-2-YL)PYRIDIN-3-YL)-3-(1-OXO-1,2-DIHYDROISOQUINOLIN-5-YL)-4-(TRIFLUORO-METHYL)ISOTHIAZOLE-5-CARBOXAMIDE